2-amino-4-(methylsulfonyl)benzoic acid NC1=C(C(=O)O)C=CC(=C1)S(=O)(=O)C